OC(=O)C(F)(F)F.N[C@@H]1[C@@H](OCC12CCN(CC2)C2=NC=C(C=1N2C=NN1)SC1=C(C(=NC=C1)NC(=O)NS(=O)(=O)C1=CC=CC=C1)Cl)C N-((4-((5-((3S,4S)-4-amino-3-methyl-2-oxa-8-azaspiro[4.5]decan-8-yl)[1,2,4]triazolo[4,3-c]pyrimidin-8-yl)thio)-3-chloropyridin-2-yl)carbamoyl)benzenesulfonamide TFA salt